(S)-4-(7-(difluoromethyl)pyrazolo[1,5-a]pyridin-2-yl)-5-(5-(trifluoromethyl)pyrimidin-2-yl)-4,5,6,7-tetrahydro-1H-imidazo[4,5-c]pyridine FC(C1=CC=CC=2N1N=C(C2)[C@H]2N(CCC1=C2N=CN1)C1=NC=C(C=N1)C(F)(F)F)F